5-chloro-2-(4-fluoro-2-methylbenzyl)-N-(6-oxo-1,6-dihydropyridazin-4-yl)-4-(trifluoromethyl)benzamide ClC=1C(=CC(=C(C(=O)NC=2C=NNC(C2)=O)C1)CC1=C(C=C(C=C1)F)C)C(F)(F)F